NC1=CC=C(C=C1)N=NC1=CC=C(C=C1)NC 4-amino-4'-methylaminoazobenzene